6,17-diazanonadecan-19-oate CCCCCNCCCCCCCCCCNCC(=O)[O-]